C(C)(C)(C)OC(=O)N1C(C2=CC=C(C=C2CC1)N1N=C(C(=C1)C)I)=O 6-(3-iodo-4-methyl-1H-pyrazol-1-yl)-1-oxo-3,4-dihydroisoquinoline-2(1H)-carboxylic acid tert-butyl ester